N1(CCC[C@H]2CCCC[C@H]12)C([C@@H](CC#N)N(CC1=C(C=C(C=C1)OC)OC)C1CC1)=O (3R)-4-[(4aR,8aS)-decahydroquinolin-1-yl]-3-{cyclopropyl[(2,4-dimethoxyphenyl)methyl]amino}-4-oxobutanenitrile